NC=1C=C(C=CC1N)C1=CC=C(C=C1F)OC 3',4'-diamino-6-fluoro-4-methoxy-[1,1'-biphenyl]